3-[4-(benzyloxy)phenyl]-7-[(tert-butyldimethylsilyl)oxy]-5H,6H,7H,8H-[1,2,4]triazolo[4,3-a]pyridine C(C1=CC=CC=C1)OC1=CC=C(C=C1)C1=NN=C2N1CCC(C2)O[Si](C)(C)C(C)(C)C